FC(C=1C(=NC(=CC1)N1C=NC2=C1C=C(C(=C2)NC=2N=NC(=CC2)C)F)N2N=CC=C2C)F 1-[3-(difluoromethyl)-6-[6-fluoro-5-[(6-methylpyridazin-3-yl)amino]benzimidazol-1-yl]-2-pyridyl]-5-methyl-pyrazole